4-(2-{6-[(7R)-7-Amino-2-azabicyclo[2.2.1]heptane-2-carbonyl]-4-fluoro-3-methylpyrazolo[1,5-a]pyridin-2-yl}-1-(cyclopropylmethyl)-1H-pyrrolo[2,3-b]pyridin-6-yl)morpholin-3-one N[C@H]1C2N(CC1CC2)C(=O)C=2C=C(C=1N(C2)N=C(C1C)C1=CC=2C(=NC(=CC2)N2C(COCC2)=O)N1CC1CC1)F